ClC1=CC(=C(COC2=CC=CC(=N2)C2=CC(NC=C2)=O)C=C1)F 6-((4-chloro-2-fluorobenzyl)oxy)-2'-oxo-[2,4'-bipyridine]